NC(=O)C1=CC=C(C(=O)N2C(C3=CC(=C(C=C3CC2)OC)S(=O)(=O)N2CCN(CCC2)C)C(=O)OC)C=C1 methyl 2-(4-aminocarbonylbenzoyl)-6-methoxy-7-((4-methyl-1,4-diazepan-1-yl) sulfonyl)-1,2,3,4-tetrahydroisoquinoline-1-carboxylate